1-isopropyl-tert-butyl-phosphane C(C)(C)PC(C)(C)C